3,5-difluoro-N-[(3-fluorophenyl)-[5-methyl-4-(methylsulfonimidoyl)-1H-imidazol-2-yl]methyl]pyridin-2-amine FC=1C(=NC=C(C1)F)NC(C=1NC(=C(N1)S(=O)(=N)C)C)C1=CC(=CC=C1)F